5-chloro-N'-hydroxy-3-(4-methoxyphenyl)sulfanyl-pyridine-2-carboxamidine ClC=1C=C(C(=NC1)C(=NO)N)SC1=CC=C(C=C1)OC